2E,4E-Nonadienal C(\C=C\C=C\CCCC)=O